ClC1=NC=C2NC(N(C2=N1)C1CC2(C1)CC(C2)CO)=O 2-chloro-9-(6-(hydroxymethyl)spiro[3.3]heptan-2-yl)-7,9-dihydro-8H-purin-8-one